(1R,1'R)-1,1'-([1,1'-biphenyl]-4,4'-diyl)bis(3-methylbutan-1-ol) C1(=CC=C(C=C1)[C@@H](CC(C)C)O)C1=CC=C(C=C1)[C@@H](CC(C)C)O